CC1=NC(=CC=C1)C2=NN3CCCC3=C2C4=C5C=C(C=CC5=NC=C4)C(=O)N The molecule is a pyrrolopyrazole that is 5,6-dihydro-4H-pyrrolo[1,2-b]pyrazole which is substituted at positions 2 and 3 by 6-methylpyridin-2-yl and 6-(aminocarbonyl)quinolin-4-yl groups, respectively. A Transforming growth factor-betaRI (TGF-betaRI) kinase inhibitor, it blocks TGF-beta-mediated tumor growth in glioblastoma. It has a role as a TGFbeta receptor antagonist and an antineoplastic agent. It is a member of quinolines, a pyrrolopyrazole, a member of methylpyridines, an aromatic amide and a monocarboxylic acid amide.